CN1N=NC(=C1C(=O)OC)C1=NC(=C(C=C1)N(S(=O)(=O)C)C)C methyl 1-methyl-4-(6-methyl-5-(N-methylmethylsulfonamido)pyridin-2-yl)-1H-1,2,3-triazole-5-carboxylate